N-((1s,4s)-4-(1H-benzo[d]imidazol-2-yl)bicyclo[2.2.1]heptan-1-yl)-6-phenylpyridazine N1C(=NC2=C1C=CC=C2)C21CCC(CC2)(C1)N1NC=CC=C1C1=CC=CC=C1